N1[C@H](CCC1)C(=O)N1[C@H]2CC(C[C@@H]1CC2)NC(C2=CC=CC=C2)=O N-((1R,3R,5S)-8-((R)-pyrrolidine-2-carbonyl)-8-azabicyclo[3.2.1]oct-3-yl)benzamide